C[C@H]1N(CCCC1)[C@H]1COCC1 (2R,4R)-2-methyl-N-((R)-tetrahydrofuran-3-yl)piperidin